(3-bromo-1-cyclopropyl-1H-pyrazol-5-yl)dimethylphosphine oxide BrC1=NN(C(=C1)P(C)(C)=O)C1CC1